N1(CCCCC1)C1=NC=CC(=C1)CNCC=1SC=CC1 1-[2-(1-piperidinyl)-4-pyridinyl]-N-(2-thiophenylmethyl)methanamine